6-chloro-4-methylpyridine-3-carboxamide ClC1=CC(=C(C=N1)C(=O)N)C